C1[C@@H](NC2=C(N1)N=C(NC2=O)N)CN(C=O)C3=CC=C(C=C3)C(=O)N[C@@H](CCC(=O)[O-])C(=O)[O-] The molecule is dianion of 10-formyltetrahydrofolic acid arising from deprotonation of both carboxylic acid functions. It has a role as a human metabolite and a Saccharomyces cerevisiae metabolite. It is a conjugate base of a 10-formyltetrahydrofolic acid.